BrC=1C=C(C=C2CN(C(C12)=O)C1C(NC(CC1)=O)=O)Cl 3-(7-bromo-5-chloro-1-oxoisoindolin-2-yl)piperidine-2,6-dione